NC1=C(C=O)C=C(C=C1OC)OC 2-amino-3,5-dimethoxybenzaldehyde